(R)-6-(4-(4-Acetylpiperazin-1-yl)phenyl)-2-((5-fluoro-2-hydroxyphenyl)(1H-indol-2-yl)methyl)-isoindolin-1-one C(C)(=O)N1CCN(CC1)C1=CC=C(C=C1)C1=CC=C2CN(C(C2=C1)=O)[C@@H](C=1NC2=CC=CC=C2C1)C1=C(C=CC(=C1)F)O